(4R,5S,7R,8R,9S,10R)-7-(hydroxymethyl)-4-((pyridin-4-ylmethoxy)amino)-9-(4-(3,4,5-trifluorophenyl)-1H-1,2,3-triazol-1-yl)-1,6-dioxaspiro[4.5]decan-8,10-diol OC[C@H]1O[C@@]2([C@@H](CCO2)NOCC2=CC=NC=C2)[C@@H]([C@H]([C@H]1O)N1N=NC(=C1)C1=CC(=C(C(=C1)F)F)F)O